OCC/C=C/C1=CC(=C(C(=C1)C(C)C)NS(=O)(=O)C1=CC(=CC(=C1)C(F)(F)F)C(F)(F)F)C(C)C (E)-N-(4-(4-hydroxybut-1-en-1-yl)-2,6-diisopropylphenyl)-3,5-bis(trifluoromethyl)benzenesulfonamide